C1(=CC=CC=C1)C(CC)C1=CC=CC=C1 3,3-diphenylpropane